FC1C(CCCC1)SC1=CC=CC=C1 phenyl (2-fluorocyclohexyl) sulfide